N1(CCC=CCC1)C(=O)OC(C)(C)C.CN(C)CCOCCC[Si](O[Si](C)(C)C)(C)C (2-(N,N-dimethylamino)ethoxy)propyl Pentamethyldisiloxan tert-butyl 2,3,6,7-tetrahydro-1H-azepine-1-carboxylate